C(C=C)(=O)N1C[C@@H](N(CC1)C=1C2=C(N(C(N1)=O)C=1C(=NC=CC1C)C(C)C)N=C(C(=C2)C#N)C2=C(C=CC=C2F)F)C (S)-4-(4-Acryloyl-2-methylpiperazin-1-yl)-7-(2,6-difluorophenyl)-1-(2-isopropyl-4-Methylpyridin-3-yl)-2-oxo-1,2-dihydropyrido[2,3-d]pyrimidine-6-carbonitrile